diethylaminoethyl 1-methyl-5-(4-methylbenzoyl)-1H-pyrrole-2-acetate CN1C(=CC=C1C(C1=CC=C(C=C1)C)=O)CC(=O)OCCN(CC)CC